octadecanol carbonate C(O)(=O)OCCCCCCCCCCCCCCCCCC